OC1=C(C(NC1C1=CC=C(C=C1)O)=O)C(=O)OC methyl 4-hydroxy-5-(4-hydroxyphenyl)-2-oxo-2,5-dihydro-1H-pyrrole-3-carboxylate